1-(8,9-difluoro-6-(methylamino)-1,4-dihydro-2H-pyrano[3,4-c]isoquinolin-1-yl)-3-(3-(difluoromethyl)-4-fluorophenyl)-1-methylurea FC=1C(=CC=2C3=C(N=C(C2C1)NC)COCC3N(C(=O)NC3=CC(=C(C=C3)F)C(F)F)C)F